C1(CCC1)OC=1C=C2C=CNC2=CC1 5-(cyclobutoxy)-1H-indole